2-(4-((5-isopropyl-6-oxo-1,6-dihydropyridin-3-yl)oxy)-3,5-dimethylphenyl)-3,5-dioxo-2,3,4,5-tetrahydro-1,2,4-triazine-6-carbonitrile C(C)(C)C1=CC(=CNC1=O)OC1=C(C=C(C=C1C)N1N=C(C(NC1=O)=O)C#N)C